NCC#CC1=C(C(=O)OC)C=CC(=C1)NCC1CCN(CC1)C(C[C@H]1C=2N(C3=C(C(=N1)C1=CC=C(C=C1)Cl)C(=C(S3)C)C)C(=NN2)C)=O methyl (S)-2-(3-aminoprop-1-yn-1-yl)-4-(((1-(2-(4-(4-chlorophenyl)-2,3,9-trimethyl-6H-thieno[3,2-f][1,2,4]triazolo[4,3-a][1,4]diazepin-6-yl)acetyl)piperidin-4-yl) methyl)amino)benzoate